2-(3-(2-(2H-1,2,3-triazol-2-yl)propan-2-yl)-1-cyclopropyl-1H-pyrazol-5-yl)-5-chloro-N4-(2-(methylsulfonyl)phenyl)pyrimidine-2,4-diamine N=1N(N=CC1)C(C)(C)C1=NN(C(=C1)C1(NC=C(C(=N1)NC1=C(C=CC=C1)S(=O)(=O)C)Cl)N)C1CC1